NC1=CC(C(NC1=NC=1C(=NN2C1C=CC=C2)NCCN2CCOCC2)=NC=2C(=NN1C2C=CC=C1)NCCN1CCOCC1)=N N3,N3'-(5-amino-3-iminopyridine-2,6(1H,3H)-diylidene)bis{N2-[2-(morpholin-4-yl)ethyl]pyrazolo[1,5-a]pyridine-2,3-diamine}